C(C)(=O)OC1CCC2CCC3C(CCC4CCC5OC534)C2C1OC(=O)OCCN1CCCC1 (((2-(pyrrolidin-1-yl)ethoxy)carbonyl)oxy)hexadecahydronaphtho[1',2':6,7]indeno[1,7a-b]oxiren-2-yl acetate